NC1=CC=C2C(CC(C2=C1)(C)C1=CC=C(C=C1)N)(C)C 6-amino-1-(4'-aminophenyl)-1,3,3-trimethylindan